C(C)(C)(C)C1C(CC1)=O 2-tert-butyl-cyclobutanone